(S)-N-(4-(5-(difluoromethyl)-1,3,4-oxadiazol-2-yl)benzyl)-2-(3-(hydroxymethyl)pyrrolidin-1-yl)-N-phenylethane-1-sulfonamide FC(C1=NN=C(O1)C1=CC=C(CN(S(=O)(=O)CCN2C[C@H](CC2)CO)C2=CC=CC=C2)C=C1)F